C(CCCCC)C(CCCCO)CCCCCC 5-hexylundecan-1-ol